CN[C@@H](CCCCN)C(=O)O N-Methyllysine